4-Hydroxy-4-((6-hydroxy-4-oxoquinazolin-3(4H)-yl)methyl)piperidine-1-carboxylic acid tert-butyl ester C(C)(C)(C)OC(=O)N1CCC(CC1)(CN1C=NC2=CC=C(C=C2C1=O)O)O